(S)-ethyl 2-((tert-butoxycarbonyl)(4-(6-(3-hydroxypyrrolidin-1-yl)-2-(pyridin-3-yl)pyrimidin-4-yl)phenyl)amino)acetate C(C)(C)(C)OC(=O)N(CC(=O)OCC)C1=CC=C(C=C1)C1=NC(=NC(=C1)N1C[C@H](CC1)O)C=1C=NC=CC1